3-[(trimethylsilyl)oxy]oxetane-3-carbonitrile C[Si](OC1(COC1)C#N)(C)C